2-(tert-butyl)-N-(4-(7-(1-methyl-1H-pyrazol-4-yl)imidazo[1,2-c]pyrimidin-5-yl)benzyl)-2H-tetrazole-5-carboxamide C(C)(C)(C)N1N=C(N=N1)C(=O)NCC1=CC=C(C=C1)C1=NC(=CC=2N1C=CN2)C=2C=NN(C2)C